(3AS,4R,6aR)-4-(4-dihydroxyboryl-butyl)-1-methyl-octahydropyrrolo[3,4-b]pyrrole-4-carboxylic acid OB(CCCC[C@]1(NC[C@@H]2N(CC[C@@H]21)C)C(=O)O)O